C(C(=C)CC(=O)[O-])(=O)OCCCCCCCCCCCCCCCC monocetyl itaconate